C(C)(C)C1=NN(C(=C1)NC1=CC(=NC=C1)NC=1C=C2CCN(C2=CC1)C(C)=O)C 1-(5-((4-((3-Isopropyl-1-methyl-1H-pyrazol-5-yl)amino)pyridin-2-yl)amino)indolin-1-yl)ethan-1-one